(S)-6-(propyl (2-(thiophen-2-yl) ethyl) amino)-5,6,7,8-tetrahydronaphthalen-1-yl acetate C(C)(=O)OC1=CC=CC=2C[C@H](CCC12)N(CCC=1SC=CC1)CCC